trans-isoflavone O1C=C(C(=O)C2=CC=CC=C12)C1=CC=CC=C1